2-isopropyl-propane-1,3-diol C(C)(C)C(CO)CO